N-(5-Chloro-1-(2,6-dimethoxyphenyl)-2-(6-ethoxypyridin-2-yl)-1H-imidazo[4,5-b]pyrazin-6-yl)-5-fluoropyridine-2-sulfonamide ClC=1N=C2C(=NC1NS(=O)(=O)C1=NC=C(C=C1)F)N(C(=N2)C2=NC(=CC=C2)OCC)C2=C(C=CC=C2OC)OC